2-[5-[2-(2,2-Dimethylpropanoylamino)-4-pyridyl]-4-(4-fluorophenyl)imidazol-1-yl]acetic acid CC(C(=O)NC1=NC=CC(=C1)C1=C(N=CN1CC(=O)O)C1=CC=C(C=C1)F)(C)C